NC1=CC(=NC=N1)NC=1C(N2C(=C3C=CC=CC13)C(NC21CCCCC1)=O)=O 6'-((6-Aminopyrimidin-4-yl)amino)-2'H-spiro[cyclohexane-1,3'-imidazo[5,1-a]isoquinoline]-1',5'-dione